(S)-2-phenylpropanoic acid C1(=CC=CC=C1)[C@@H](C(=O)O)C